bis(hydroxyethyl)-aminopropyl-N-hydroxyethyl-octadecylamine OCCC(CCCCCCCCCCCCCCCCC)(N(CCO)CCCN)CCO